2'-chloro-5'-methoxy-6-methyl-N-(5-(1-methyl-3-(trifluoromethyl)-1H-pyrazole-5-carbonyl)-5,6-dihydro-4H-pyrrolo[3,4-d]thiazol-2-yl)-[4,4'-bipyridine]-3-carboxamide ClC1=NC=C(C(=C1)C1=C(C=NC(=C1)C)C(=O)NC=1SC2=C(N1)CN(C2)C(=O)C2=CC(=NN2C)C(F)(F)F)OC